(R or S)-2-(7-acryloyl-5-(4-amino-5-fluoro-6-((trifluoromethyl)thio)nicotinoyl)-3,4,5,5a,6,7,8,9-octahydro-2H-1,2,5,7-tetraazabenzo[cd]azulen-2-yl)-5-cyclopropylphenyl acetate C(C)(=O)OC1=C(C=CC(=C1)C1CC1)N1N=C2CCN(C[C@H]3C2=C1CCN3C(C3=CN=C(C(=C3N)F)SC(F)(F)F)=O)C(C=C)=O |o1:20|